C(CCCCCCCCCCC\C=C/CCCCCCCC)(=O)[O-].[Fe+2].C(CCCCCCCCCCC\C=C/CCCCCCCC)(=O)[O-] iron erucate